C(OC(CC(C)(OOOOC(C)(C)CC)C)C)(OC(CC(C)(OOOOC(C)(C)CC)C)C)=O di[1,3-dimethyl-3-(tert-pentylperoxyperoxy) butyl] carbonate